OCC(CN)(S(=O)(=O)O)C hydroxymethylmethyl-2-aminoethanesulfonic acid